(3,5-dichloro-4-((1-oxo-2-(pyridin-2-ylmethyl)-1,2,3,4-tetrahydroisoquinolin-6-yl)oxy)phenyl)-1,2,4-triazine-3,5(2H,4H)-dione ClC=1C=C(C=C(C1OC=1C=C2CCN(C(C2=CC1)=O)CC1=NC=CC=C1)Cl)N1N=CC(NC1=O)=O